4-chloro-5-(3-(p-tolyl)prop-1-yn-1-yl)-1H-pyrrolo[2,3-b]Pyridine ClC1=C2C(=NC=C1C#CCC1=CC=C(C=C1)C)NC=C2